4-((5-(1-oxidothiomorpholino)thiophen-2-yl)methylene)-3-phenylisoxazol-5(4H)-one O=S1CCN(CC1)C1=CC=C(S1)C=C1C(=NOC1=O)C1=CC=CC=C1